CC1=CC=C(C=N1)CCN[C@@H]([C@H]1CNC2=C(N1)N=CC=C2)C2=CC=CC=C2 2-(6-methyl-3-pyridyl)-N-[(R)-phenyl-[(3R)-1,2,3,4-tetrahydropyrido[2,3-b]pyrazin-3-yl]methyl]ethanamine